cyclopropyl-7-(1-((2,4-diaminopyrimidin-5-yl)methyl)indolin-5-yl)-6,8-difluoro-4-oxo-1,4-dihydroquinoline-3-carboxylate C1(CC1)OC(=O)C1=CNC2=C(C(=C(C=C2C1=O)F)C=1C=C2CCN(C2=CC1)CC=1C(=NC(=NC1)N)N)F